3-(5-methylphenyl)-isoxazole CC=1C=CC=C(C1)C1=NOC=C1